C[C@]12CCC(=O)C=C1CC[C@@H]3[C@@H]2CC[C@]4([C@H]3C[C@@H]([C@@H]4O)O)C The molecule is an androstanoid that is testosterone substituted by a beta-hydroxy group at position 16. A natural product found in Daphnia magna exposed to the biocide tributyltin. It has a role as an androgen and a Daphnia magna metabolite. It is a 17beta-hydroxy steroid, a 3-oxo-Delta(4) steroid, an androstanoid and a 16beta-hydroxy steroid. It derives from a testosterone.